(2-chloro-6-methoxypyridin-3-yl)methanol ClC1=NC(=CC=C1CO)OC